BrCC=1C=NC=C(C1)Cl 3-(bromomethyl)-5-chloropyridine